(2S,4R)-N-[(1S)-1-cyano-2-[(3S)-2-oxopyrrolidin-3-yl]ethyl]-1-(4-methoxy-1H-indole-2-carbonyl)-4-methyl-pyrrolidine-2-carboxamide C(#N)[C@H](C[C@H]1C(NCC1)=O)NC(=O)[C@H]1N(C[C@@H](C1)C)C(=O)C=1NC2=CC=CC(=C2C1)OC